C(C)(C)(C)OC(=O)N1CCC(CC1)C1=C(C=C(C(=C1)F)C#N)F.C(C)N(C(C)=O)C1=CC(=CC=C1)C1=CC=NC=2N1N=CC2 N-ethyl-N-(3-(pyrazolo[1,5-a]pyrimidine-7-yl)phenyl)acetamide tert-butyl-4-(4-cyano-2,5-difluorophenyl)piperidine-1-carboxylate